methyl 2-[acetyl (methyl) amino]-5-[5-[(2-methyl-3-pyridinyl) methylcarbamoyl]-2-pyridinyl]-benzoate C(C)(=O)N(C1=C(C(=O)OC)C=C(C=C1)C1=NC=C(C=C1)C(NCC=1C(=NC=CC1)C)=O)C